CC1=NNC=2CC[C@H](CC12)CC1CC12NCCC(C2)C(=O)N (((S)-3-methyl-4,5,6,7-tetrahydro-1H-indazol-5-yl)methyl)-4-azaspiro[2.5]octane-7-carboxamide